(R)-N-t-Butoxycarbonyl-3-amino-4-(4-fluorophenyl)butanoic acid C(C)(C)(C)OC(=O)N[C@@H](CC(=O)O)CC1=CC=C(C=C1)F